BrC=1C=C2N(N=CC=C2N2C(C(CC2)(C#N)COC)=O)C1 1-(6-bromopyrrolo[1,2-b]pyridazin-4-yl)-3-(methoxymethyl)-2-oxopyrrolidine-3-carbonitrile